hexamethylenediammonium ammonium adipate C(CCCCC(=O)[O-])(=O)[O-].[NH4+].[NH3+]CCCCCC[NH3+]